(2S,5R)-3-(4-aminophenethyl)-2-(1-(4-bromophenyl)-3-(1H-pyrrol-3-yl)-1H-pyrazol-4-yl)-5-methyloxazolidin-4-one NC1=CC=C(CCN2[C@@H](O[C@@H](C2=O)C)C=2C(=NN(C2)C2=CC=C(C=C2)Br)C2=CNC=C2)C=C1